1-(2-(5-benzyl-1H-imidazol-2-yl)piperidin-1-yl)-2-(methylthio)propan C(C1=CC=CC=C1)C1=CN=C(N1)C1N(CCCC1)CC(C)SC